2-(3-chlorophenyl)-N-(5-(2-(5-(2-(pyridin-2-yl)acetylamino)1,3,4-thiadiazol-2-ylmercapto)ethylthio)-1,3,4-thiadiazol-2-yl)acetamide ClC=1C=C(C=CC1)CC(=O)NC=1SC(=NN1)SCCSC=1SC(=NN1)NC(CC1=NC=CC=C1)=O